1-methylimidazolidine-2,4,5-trione CN1C(NC(C1=O)=O)=O